C(C)(C)(C)OC(=O)N1CCC(CC1)C1=NNC(=C1N)C(=O)OC 4-(4-amino-5-(methoxycarbonyl)-1H-pyrazol-3-yl)piperidine-1-carboxylic acid tert-butyl ester